tert-butyl 4-[1-[[2,6-difluoro-4-(4,4,5,5-tetramethyl-1,3,2-dioxaborolan-2-yl)phenyl]methyl]-4-piperidyl]piperazine-1-carboxylate FC1=C(C(=CC(=C1)B1OC(C(O1)(C)C)(C)C)F)CN1CCC(CC1)N1CCN(CC1)C(=O)OC(C)(C)C